C(C)SC1=C(C(=NS1)C)C(=O)NC1=CC=CC=C1 5-(ethylsulfanyl)-3-methyl-N-phenylisothiazole-4-carboxamide